rhenium tetraphenylporphyrin C1(=CC=CC=C1)C1=C2C=CC(C(=C3C=CC(=C(C=4C=CC(=C(C5=CC=C1N5)C5=CC=CC=C5)N4)C4=CC=CC=C4)N3)C3=CC=CC=C3)=N2.[Re]